p-fluorophenylpropargyl alcohol FC1=CC=C(C=C1)C(C#C)O